C1(CCCCC1)NC1=CC=C(C=C1)N N-cyclohexyl-p-phenylenediamine